tert-butyl 4-(2'-((4-fluorophenyl)ethynyl)-4'-(3-(2-(pyridin-3-yl)ethyl)ureido)-[1,1'-biphenyl]-4-yl)piperazine-1-carboxylate FC1=CC=C(C=C1)C#CC1=C(C=CC(=C1)NC(=O)NCCC=1C=NC=CC1)C1=CC=C(C=C1)N1CCN(CC1)C(=O)OC(C)(C)C